tert-Butyl (3-(2-cyano-5-((2,6-dioxopiperidin-3-yl)oxy)phenyl)prop-2-yn-1-yl)carbamate C(#N)C1=C(C=C(C=C1)OC1C(NC(CC1)=O)=O)C#CCNC(OC(C)(C)C)=O